1,4-oxathianyl-(1,4-oxathiane) O1C(CSCC1)C1OCCSC1